BENZO[C][1,2,5]OXADIAZOLE-5-BORONIC ACID N=1ON=C2C1C=CC(=C2)B(O)O